((2E,4E)-10-cyclopentyldeca-2,4-dienoyl)-Z-threonine C1(CCCC1)CCCCC/C=C/C=C/C(=O)N[C@@H]([C@H](O)C)C(=O)O